ClC=1C(=NC(=NC1)N1CC=2C(CC1)=CN(N2)C)NC2=CC1=C(N(C(N1CCC(C)(C)O)=O)C)C=C2 5-((5-Chloro-2-(2-methyl-2,4,5,7-tetrahydro-6H-pyrazolo[3,4-c]pyridin-6-yl)pyrimidin-4-yl)amino)-3-(3-hydroxy-3-methylbutyl)-1-methyl-1,3-dihydro-2H-benzo[d]imidazol-2-on